(3R,4R,5R,6R)-6-(acetoxymethyl)-3-(cyclopentanecarboxamido)tetrahydro-2H-pyran-2,4,5-triyl triacetate C(C)(=O)OC1O[C@@H]([C@@H]([C@@H]([C@H]1NC(=O)C1CCCC1)OC(C)=O)OC(C)=O)COC(C)=O